Ethyl 7-fluoro-6-(5-fluoro-2,3-dihydro-1,4-benzodioxin-6-yl)-4-oxo-4,5-dihydropyrazolo[1,5-a]-pyrazine-2-carboxylate FC1=C(NC(C=2N1N=C(C2)C(=O)OCC)=O)C2=C(C1=C(OCCO1)C=C2)F